BrC1=C(C=C(C=C1)N1C=NC=C1)OC 1-(4-bromo-3-methoxyphenyl)-1H-imidazole